O=C=CC(=O)N oxoacrylamide